C(#N)C(CC1C(NCCC1)=O)NC(=O)C1N(CC2C1CC(C2)(F)F)C(=O)C=2NC1=C(C(=CC(=C1C2)F)Cl)F N-(1-cyano-2-(2-oxopiperidin-3-yl)ethyl)-2-(4,7-difluoro-6-chloro-1H-indole-2-carbonyl)-5,5-difluorooctahydrocyclopenta[c]pyrrole-1-carboxamide